(3-[4-(7H-pyrrolo[2,3-d]pyrimidin-4-yl)-1H-pyrazol-1-yl]-1-{8-[2-(trifluoromethyl)isonicotinoyl]-8-azabicyclo[3.2.1]oct-3-yl}azetidin-3-yl)acetonitrile N1=CN=C(C2=C1NC=C2)C=2C=NN(C2)C2(CN(C2)C2CC1CCC(C2)N1C(C1=CC(=NC=C1)C(F)(F)F)=O)CC#N